CNCCC(O)C1=CC=C(C=C1)OCCCN1CCN(CC1)C(C)C 3-(methylamino)-1-[4-(3-(4-isopropylpiperazin-1-yl)propoxy)phenyl]propan-1-ol